methyl (S)-(tetrahydrofuran-2-yl)4-methylbenzenesulfonate O1[C@@H](CCC1)C1=C(C=CC(=C1)C)S(=O)(=O)OC